CN(CCOC(=O)OC(C(=O)OCCCCCCCC(OC(CCCCCC)CCCCCCCC)=O)CCC(=O)OCCCCCCCC(OC(CCCCCC)CCCCCCCC)=O)CCCO[Si](C(C)(C)C)(C)C bis(8-oxo-8-(pentadecan-7-yloxy)octyl) 2-((5,10,10,11,11-pentamethyl-2,9-dioxa-5-aza-10-siladodecanoyl)oxy)pentanedioate